C(=O)(OC(C)(C)C)N1C([C-]=C1)=O 1-Boc-3-azetidone